OC=1C(=C(C=CC1)N1C(=C2C(N(N=CC2=C1C)C1=CC=C(C=C1)N1CCOCC1)=O)C)C 6-(3-hydroxy-2-methylphenyl)-5,7-dimethyl-2-(4-morpholinophenyl)-2,6-dihydro-1H-pyrrolo[3,4-d]pyridazin-1-one